FC=1C=C2C(=NC=NC2=CC1)N1CC=2C=C(C=NC2CC1)C1=CC(=NN1C)C(F)(F)F 6-fluoro-4-(3-(1-methyl-3-(trifluoromethyl)-1H-pyrazol-5-yl)-7,8-dihydro-1,6-naphthyridin-6(5H)-yl)quinazoline